6-(3,5-dimethylpyrazol-1-yl)-2-[[1-[3-(trifluoromethyl)pyridin-2-yl]azetidin-3-yl]methyl]pyridazin-3-one CC1=NN(C(=C1)C)C=1C=CC(N(N1)CC1CN(C1)C1=NC=CC=C1C(F)(F)F)=O